N-{[5-chloro-6-(2-methyl-1,3-oxazol-4-yl)-2-indolyl]methyl}acetamide ClC=1C=C2C=C(NC2=CC1C=1N=C(OC1)C)CNC(C)=O